4-isopropoxycyclohexane-1-carboxylate C(C)(C)OC1CCC(CC1)C(=O)[O-]